C(#N)C(=C1C(C1=C(C1=C(C(=C(C(=C1F)F)C#N)F)F)C#N)=C(C1=C(C(=C(C(=C1F)F)C#N)F)F)C#N)C1=C(C(=C(C(=C1F)F)C#N)F)F 1,2,3-tris[(cyano)(4-cyano-2,3,5,6-tetrafluorophenyl)methylene]Cyclopropane